CC1(COC1)NS(=O)(=O)C=1C=C(C=2N(C1)C(=NC2)C=2SC(=NN2)C(F)(F)F)N2CC1N(CC2)C(CNC1)=O N-(3-methyloxetan-3-yl)-8-(6-oxooctahydro-2H-pyrazino[1,2-a]pyrazin-2-yl)-3-(5-(trifluoromethyl)-1,3,4-thiadiazol-2-yl)imidazo[1,5-a]pyridine-6-sulfonamide